[C@H]12CN(C[C@H](CC1)N2)C2=NC(=NC=1C(N(N=CC12)C1=CC(=CC2=CC=C(C(=C12)CC)F)O)=O)OCC12CCCN2CCC1 4-((1R,5S)-3,8-Diazabicyclo[3.2.1]octan-3-yl)-7-(8-ethyl-7-fluoro-3-hydroxynaphthalen-1-yl)-2-((tetrahydro-1H-pyrrolizin-7a(5H)-yl)methoxy)pyrimido[4,5-d]pyridazin-8(7H)-one